C(C)(C)(C)OC(NC1CC=2N(C3=C(C1)C=C(C=C3)C(F)(F)F)C(=NN2)[C@@H]2CC[C@H](CC2)OC2=NC=CC=C2)=O tert-butyl{[trans-4-(pyridin-2-yloxy)cyclohexyl]-8-(trifluoromethyl)-5,6-dihydro-4H-[1,2,4]triazolo[4,3-a][1]benzazepin-5-yl}carbamate